BrC1=CC(=C(C=N1)COC1=CC=CC(=N1)C1=CC(=C(C=C1F)CC=1N(C2=C(N1)C=CC(=C2)C(=O)OC)C[C@H]2OCC2)F)F Methyl 2-[[4-[6-[(6-bromo-4-fluoro-3-pyridyl)methoxy]-2-pyridyl]-2,5-difluoro-phenyl]methyl]-3-[[(2S)-oxetan-2-yl]methyl]benzimidazole-5-carboxylate